4-[4-fluoro-2-(trifluoromethyl)phenoxy]-5H,6H,7H,8H-pyrido[3,4-d]pyrimidine FC1=CC(=C(OC=2C3=C(N=CN2)CNCC3)C=C1)C(F)(F)F